4-(3-(3,4-difluoro-2-methoxyphenyl)-5-methyl-5-(trifluoromethyl)tetrahydrothiophene-2-carboxamido)picolinamide FC=1C(=C(C=CC1F)C1C(SC(C1)(C(F)(F)F)C)C(=O)NC1=CC(=NC=C1)C(=O)N)OC